2-(4-((4,4-difluorocyclohexyl)amino)-6-methylpyrimidin-2-yl)acetonitrile FC1(CCC(CC1)NC1=NC(=NC(=C1)C)CC#N)F